NC=1C2=C(N=CN1)N(C=C2C2=CC=C(C1=C2CCO1)NC(=O)NC1=CC(=C(C=C1)CN1CCN(CC1)CC)C(F)(F)F)C1CC1 1-(4-(4-amino-7-cyclopropyl-7H-pyrrolo[2,3-d]pyrimidin-5-yl)-2,3-dihydrobenzofuran-7-yl)-3-(4-((4-ethylpiperazin-1-yl)methyl)-3-(trifluoromethyl)phenyl)urea